ClC1=CNC=2N=C(N=C(C21)NC2=C(C=CC=C2)P(C)(C)=O)NC=2C(=CC1=C(OC[C@@H]3N1CCN(C3)C)C2)OC (R)-(2-((5-chloro-2-((9-methoxy-3-methyl-1,2,3,4,4a,5-hexahydrobenzo[b]pyrazino[1,2-d][1,4]oxazin-8-yl)amino)-7H-pyrrolo[2,3-d]pyrimidin-4-yl)amino)phenyl)dimethylphosphine oxide